(1-iodo-2-methyl-propyl) 2-(2-acetoxyphenyl)acetate C(C)(=O)OC1=C(C=CC=C1)CC(=O)OC(C(C)C)I